N1(N=CN=C1)CCN1CCC=2C1=CC=1NC3=C(C=CC=C3C1C2)F 1-(2-(1H-1,2,4-triazol-1-yl)ethyl)-8-fluoro-1,2,3,9-tetrahydropyrrolo[2,3-b]carbazole